(S)-N2-[1-(4-fluorophenyl)ethyl]-4-[1-(methanesulfonyl)piperidin-4-yl]-N6-(pyrazin-2-yl)pyridine-2,6-diamine FC1=CC=C(C=C1)[C@H](C)NC1=NC(=CC(=C1)C1CCN(CC1)S(=O)(=O)C)NC1=NC=CN=C1